6-{4-[(3-Chloropyridin-2-yl)sulfanyl]-2-methylphenyl}-1,5-dimethylpyrimidine-2,4(1H,3H)-dione ClC=1C(=NC=CC1)SC1=CC(=C(C=C1)C1=C(C(NC(N1C)=O)=O)C)C